ClC=1C=C(C=CC1C#N)NC(=O)N[C@@H](C)C=1N(N=CN1)C1=NC=CC=N1 1-(3-chloro-4-cyano-phenyl)-3-[(1S)-1-(2-pyrimidin-2-yl-1,2,4-triazol-3-yl)ethyl]urea